C(C)(=O)N(C(C)=O)C1=CC=CC2=C1SC=1N=C(N(C(C12)=O)CC1=CN=CO1)C1=C(C=C(C=C1)OC)C1CC1 N-acetyl-N-(2-(2-cyclopropyl-4-methoxyphenyl)-3-(oxazol-5-ylmethyl)-4-oxo-3,4-dihydrobenzo[4,5]thieno[2,3-d]pyrimidin-8-yl)acetamide